C(C)(C)(C)OC(=O)N1S(OCC1)=O 2-oxo-1,2λ4,3-oxathiazolidine-3-carboxylic acid tert-butyl ester